FC1=C(C=C(C=C1)C)C1=CC(=CC=C1)C[C@@H]1C=2C(N(C=NC2CC[C@@H]1NS(=O)(=O)C)C(C)C)=O |r| rac-N-[(5R,6S)-5-[(2'-fluoro-5'-methyl[1,1'-biphenyl]-3-yl)methyl]-4-oxo-3-(propan-2-yl)-3,4,5,6,7,8-hexahydroquinazolin-6-yl]methanesulfonamide